2-[(fluorenyl)imino]methyl-4-chlorophenol C1(=CC=CC=2C3=CC=CC=C3CC12)N=CC1=C(C=CC(=C1)Cl)O